6-methyl-2-benzofuran-1(3H)-one CC=1C=CC2=C(C(OC2)=O)C1